ClC=1C=C(C=C(C1OC=1C(=C2C3=C(NC2=CC1)COCC3(C)C)C#N)Cl)NC(=O)C3=NOC(N3)=O N-(3,5-Dichloro-4-((5-cyano-4,4-dimethyl-1,3,4,9-tetrahydropyrano[3,4-b]indol-6-yl)oxy)phenyl)-5-oxo-4,5-dihydro-1,2,4-oxadiazole-3-carboxamide